P(=O)([O-])([O-])O.[Cl-].[Cs+].[Cs+].[Cs+] tricesium chloride phosphate